2,6-dimethyltetrahydro-2H-pyran-4-carboxylic acid CC1OC(CC(C1)C(=O)O)C